benzyl {4-[2-(4-chloro-3-fluorophenoxy)acetamido]bicyclo[2.1.1]hexan-1-yl}carbamate ClC1=C(C=C(OCC(=O)NC23CCC(C2)(C3)NC(OCC3=CC=CC=C3)=O)C=C1)F